methyl-(2s,3s)-2-(6-chloropyridin-3-yl)-2-hydroxy-3-phenyl-3-(phenylamino)propionic acid methyl ester COC([C@]([C@@](NC1=CC=CC=C1)(C1=CC=CC=C1)C)(O)C=1C=NC(=CC1)Cl)=O